methyl (2S)-2-amino-3-(3-pyridyl)propanoate N[C@H](C(=O)OC)CC=1C=NC=CC1